FS(C1=CC=C(C=C1)[C@@H]1[C@@H](C1)C(=O)N1CCN(CC1)C(=O)OC(C)(C)C)(F)(F)(F)F |r| tert-Butyl 4-((1RS,2SR)-2-(4-(pentafluoro-λ6-sulfaneyl)phenyl)cyclopropane-1-carbonyl)piperazine-1-carboxylate